C(C)(C)[Si](OC1=CC=CC2=NCC3N(C=C21)CCCC3)(C(C)C)C(C)C ((triisopropylsilyl)oxy)-6,6a,7,8,9,10-hexahydrobenzo[e]pyrido[1,2-a][1,4]diazepine